[O-]CC.[Zn+2].[O-]CC zinc(II) ethoxide